C(C=C)OC(=O)C1=CC2=C(S1)C=CC(=C2)C(C)P(O)(O)=O (1-(2-((allyloxy)carbonyl)benzo[b]thiophen-5-yl)ethyl)phosphonic acid